3-(2-(((((9Z,12Z)-octadeca-9,12-dien-1-yl)oxy)carbonyl)oxy)-2,2-diphenylacetoxy)spiro[bicyclo[3.2.1]octane-8,1'-pyrrolidin]-8-ium chloride [Cl-].C(CCCCCCC\C=C/C\C=C/CCCCC)OC(=O)OC(C(=O)OC1CC2CCC(C1)[N+]21CCCC1)(C1=CC=CC=C1)C1=CC=CC=C1